C(C)C1=CC=C(C=C1)NC(OCC1=CC=CC=C1)=O benzyl N-(4-ethylphenyl)carbamate